[N+](=O)([O-])N(CCCN(CCC(=O)O)[N+](=O)[O-])CCC(=O)O N,N'-dinitro-4,8-diaza-1,11-undecanedioic acid